4-(3-methoxyazetidin-1-yl)quinoline-2-carboxylic acid COC1CN(C1)C1=CC(=NC2=CC=CC=C12)C(=O)O